chloro-14-fluoro-9,17-dimethyl-16-(2,2,2-trifluoro-1-hydroxy-ethyl)-10-oxa-2,12,18,20-tetrazapentacyclo[9.7.1.14,7.02,8.015,19]icosa-1(18),11(19),12,14,16-pentaene-20-carboxylate ClC1N2C3=NC(=C(C4=C(C=NC(OC(C2C2CCC1N2C(=O)[O-])C)=C34)F)C(C(F)(F)F)O)C